BrC=1C=CC=C2NC=C(CCN(C)C)C12 4-Bromo-N,N-dimethyltryptamine